C(C)(=O)N1CC=2N(C=3C=CC=CC3C2C(=O)N[C@H]2CN3CCC2CC3)CC1 2-acetyl-N-[(3R)-1-azabicyclo[2.2.2]octan-3-yl]-1H,3H,4H-pyrazino[1,2-a]indole-10-carboxamide